(2S)-4-[(2R)-2-[4-(2-chloro-4-fluoro-phenyl)-2-oxo-chromen-7-yl]oxypropionyl]piperazine-2-carboxylic acid methyl ester COC(=O)[C@H]1NCCN(C1)C([C@@H](C)OC1=CC=C2C(=CC(OC2=C1)=O)C1=C(C=C(C=C1)F)Cl)=O